6-[(1-methyl-4-piperidyl)oxy]-1-(4-piperidyl)-3H-imidazo[4,5-b]pyridin-2-one, hydrochloride Cl.CN1CCC(CC1)OC=1C=C2C(=NC1)NC(N2C2CCNCC2)=O